C1(=CC=C(C=C1)C1=C2C(=NNC2=CC=C1)NCC1(CCCCC1)C(=O)O)C=1CCCCC1 (((4-(2',3',4',5'-tetrahydro-[1,1'-biphenyl]-4-yl)-1H-indazol-3-yl)amino)methyl)cyclohexane-1-carboxylic acid